CC1=NOC(=C1C=1C=C(C=CC1OCCN1CCCC1)NC(=O)C=1N(N=CC1)C)C N-[3-(3,5-dimethylisoxazol-4-yl)-4-(2-pyrrolidin-1-ylethoxy)phenyl]-2-methyl-pyrazole-3-carboxamide